1,4,10,13-tetraoxa-7,16-diazacyclooctadecane iodide [I-].O1CCOCCNCCOCCOCCNCC1